ClC1=CC(=C(C=C1OC)CCNCC1=C(C=CC=C1)F)OC 2-(4-chloro-2,5-dimethoxyphenyl)-N-[(2-fluorophenyl)methyl]ethanamine